ethyl 4-(3-chlorophenyl)-3-hydroxy-3-phenylbutyrate ClC=1C=C(C=CC1)CC(CC(=O)OCC)(C1=CC=CC=C1)O